Cl.C(C1=CC=CC=C1)OC1=CC(=C2C(NC(=NC2=C1)N1CC2(C1)CCNCC2)=O)F 7-(benzyloxy)-5-fluoro-2-(2,7-diazaspiro[3.5]nonan-2-yl)quinazolin-4(3H)-one hydrochloride